5-(1-methylsulfonylcyclopropyl)-N-[3-(5-morpholino-1,3-benzothiazol-2-yl)-1-bicyclo[1.1.1]pentanyl]furan-2-carboxamide CS(=O)(=O)C1(CC1)C1=CC=C(O1)C(=O)NC12CC(C1)(C2)C=2SC1=C(N2)C=C(C=C1)N1CCOCC1